NCCC1=NN(C=C1)C(CO)(C)C 2-(3-(2-aminoethyl)-1H-pyrazol-1-yl)-2-methylpropan-1-ol